FC1=C(\C=N\N(C(=O)C2CC2)C)C=CC(=C1)C(F)(F)F (E)-N'-(2-fluoro-4-(trifluoromethyl)benzylidene)-N-methylcyclopropanecarbohydrazide